1,2,7-oxadithiepane O1SCCCCS1